N-(3-(tert-butyl)phenyl)-2-(4-(3-fluoro-5-methoxy-4-((4-trityl-4H-1,2,4-triazol-3-yl)methoxy)phenyl)-3-methyl-2-oxo-6-(trifluoromethyl)-2,3-dihydro-1H-benzo[d]imidazol-1-yl)acetamide C(C)(C)(C)C=1C=C(C=CC1)NC(CN1C(N(C2=C1C=C(C=C2C2=CC(=C(C(=C2)OC)OCC2=NN=CN2C(C2=CC=CC=C2)(C2=CC=CC=C2)C2=CC=CC=C2)F)C(F)(F)F)C)=O)=O